C(CCCCOC=1C(=CC2=C(N=C[C@H]3N(C2=O)CC3)C1)OC)OC=1C(=CC3=C(N=C[C@H]2N(C3=O)CC2)C1)OC (10aS,10a'S)-7,7'-(pentane-1,5-diylbis(oxy))bis(6-methoxy-1,10a-dihydroazeto[1,2-a]benzo[e][1,4]diazepin-4(2H)-one)